2-amino-4-(4-bromophenyl)thiazole-5-carbonitrile NC=1SC(=C(N1)C1=CC=C(C=C1)Br)C#N